CN(C(N)=O)[C@H]1C(CN(CC1)C)(C)C 3-methyl-3-[(4R)-1-methyl-3,3-dimethyl-4-piperidyl]-urea